C(C)(C)(C)OC(CN1CCN(CC1)C1=CC=C(C=C1)NC1=NC=2N(C(C=NC2C=N1)=O)C1CCCC1)=O (4-(4-((8-cyclopentyl-7-oxo-7,8-dihydropteridin-2-yl)amino)phenyl)piperazin-1-yl)acetic acid tert-butyl ester